COC(C)(C)C Methyl-t-butyl ether